5-{[6-(2-amino-1,3-benzoxazol-5-yl)pyridin-2-yl]oxy}-2-fluorophenol NC=1OC2=C(N1)C=C(C=C2)C2=CC=CC(=N2)OC=2C=CC(=C(C2)O)F